(±)-2-exo-hydroxy-1-methyl-4-isopropyl-7-oxabicyclo[2.2.1]heptane OC1C2(CCC(C1)(O2)C(C)C)C